C(C1=CC=CC=C1)N1CC=CC2=C1NC1=CC=CC=C21 1-benzyl-9H-pyrido[2,3-b]indole